C(C)(C)(C)C1N(CCN(C1)C(=O)C1=CC=2C(=C3CCCN4C3=C(C2)CCC4)OC1=O)C(=O)O tert-butyl-4-(11-oxo-2,3,6,7-tetrahydro-1H,5H,11H-pyrano[2,3-f]pyrido[3,2,1-ij]quinoline-10-carbonyl)piperazine-1-carboxylic acid